4-(cyclobutylmethyl)-4H-pyrrolo[2,3-d]thiazole-5-carbaldehyde C1(CCC1)CN1C(=CC2=C1N=CS2)C=O